C(C1=CC=CC=C1)(=O)NC=1C=C(C=C(C1)C1=CC=C(C=C1)F)C(=O)O 5-Benzoylamino-4'-fluoro-[1,1'-biphenyl]-3-carboxylic acid